C(C)(C)(C)OC(=O)N1[C@@H](C[C@H](CC1)OS(=O)(=O)C)C (2R,4S)-2-methyl-4-((methylsulfonyl)oxy)piperidine-1-carboxylic acid tert-butyl ester